FC1CC2=CC=CC(=C2C1)N1N=C(C2=NC=C(C=C21)OC)C=2C=NN(C2)C (2-fluoro-2,3-dihydro-1H-inden-4-yl)-6-methoxy-3-(1-methyl-1H-pyrazol-4-yl)-1H-pyrazolo[4,3-b]pyridine